methyl ((((1r,3r,5s,7r)-3,5-dimethyladamantan-1-yl) carbamoyl) oxy)-benzoate C[C@]12CC3(CC(C[C@@](C1)(C3)C)C2)NC(=O)OC2=C(C(=O)OC)C=CC=C2